Cl.CC1(CC2=C(C=C3N2CCN(C3=O)C3=C(C(=CC=C3)C=3C2=C(N=CN3)NC(=C2)C2=CC=C(C=C2)N2CCNCC2)C)C1)C 7,7-dimethyl-2-(2-methyl-3-(6-(4-(piperazin-1-yl)phenyl)-7H-pyrrolo[2,3-d]pyrimidin-4-yl)phenyl)-3,4,7,8-tetrahydro-2H-cyclopenta[4,5]pyrrolo[1,2-a]pyrazin-1(6H)-one hydrochloride